(R)-3'-(isoxazolidin-3-yl)-[1,1'-biphenyl]-4-carbonitrile O1N[C@H](CC1)C=1C=C(C=CC1)C1=CC=C(C=C1)C#N